8-methoxy-7-(trifluoromethyl)-3-(3,3,3-trifluoropropyl)-2,3-dihydrobenzo[b][1,4]thiazepin-4(5H)-one COC=1C(=CC2=C(SCC(C(N2)=O)CCC(F)(F)F)C1)C(F)(F)F